The molecule is a phenethylamine alkaloid that is phenethylamine substituted at positions 3, 4 and 5 by methoxy groups. It has a role as a hallucinogen. It is a phenethylamine alkaloid, a member of methoxybenzenes and a primary amino compound. COC1=CC(=CC(=C1OC)OC)CCN